6-(3-aminopyrrolidin-1-yl)pyridin-2-amine NC1CN(CC1)C1=CC=CC(=N1)N